N1C=NCC1 cis-imidazoline